Cl.C(C)C(C(F)F)N Ethyl-2,2-difluoroethan-1-amine hydrochloride